ClC1=CC=C(C=C1)C=1C=C(C=C2CC(NC12)=O)C1=NNC(C=C1)=O 7-(4-chlorophenyl)-5-(6-oxo-1,6-dihydropyridazin-3-yl)indolin-2-one